tert-butyl N-{2-[7-chloro-2-({3-fluorobicyclo[1.1.1]pentan-1-yl}carbamoyl)pyrrolo[2,3-c]pyridin-1-yl]ethyl}carbamate ClC=1N=CC=C2C1N(C(=C2)C(NC21CC(C2)(C1)F)=O)CCNC(OC(C)(C)C)=O